N-[(3R)-1-(4-{[(1RS)-1-(2,6-difluorophenyl)ethyl]amino}-2-methylpyrido[3,4-d]pyrimidin-6-yl)pyrrolidin-3-yl]acetamide FC1=C(C(=CC=C1)F)[C@@H](C)NC=1C2=C(N=C(N1)C)C=NC(=C2)N2C[C@@H](CC2)NC(C)=O |&1:8|